di-(5-nonyl)-2,2'-bipyridine CCCCC(CCCC)C1=C(C(=NC=C1)C1=NC=CC=C1)C(CCCC)CCCC